1-(4-benzyloxy-5-methoxy-2-nitrobenzoyl)(2S)-4-methylenepyrrolidine-2-carboxylic acid methyl ester COC(=O)[C@H]1N(CC(C1)=C)C(C1=C(C=C(C(=C1)OC)OCC1=CC=CC=C1)[N+](=O)[O-])=O